N-((S)-1-(3-chlorophenyl)-2-hydroxyethyl)propionamide ClC=1C=C(C=CC1)[C@@H](CO)NC(CC)=O